6-(3-(4-(Pentafluoro-λ6-sulfaneyl)phenoxy)pyrazin-2-yl)-1-(tetrahydro-2H-pyran-2-yl)-1H-benzo[d]imidazole FS(C1=CC=C(OC=2C(=NC=CN2)C=2C=CC3=C(N(C=N3)C3OCCCC3)C2)C=C1)(F)(F)(F)F